tert-butyl 4-oxo-2-(1-phenylcyclopropyl)-3,4,5,6,7,9-hexahydro-8H-pyrimido[4,5-c]azepine-8-carboxylate O=C1NC(=NC=2CN(CCCC21)C(=O)OC(C)(C)C)C2(CC2)C2=CC=CC=C2